FP1OC2=C(C(C3=C(O1)C(=CC(=C3)C(C)(C)C)C(C)(C)C)C)C=C(C=C2C(C)(C)C)C(C)(C)C 6-fluoro-2,4,8,10-tetra-tert-butyl-12-methyldibenzo-[d,g]-1,3,2-dioxaphosphocin